C12CNCC2C1CN1C(CCC1)=O 1-((3-azabicyclo[3.1.0]hexane-6-yl)methyl)pyrrolidin-2-one